C(C)N1C(C(N(CC1)C(=O)N[C@@H](C(=O)N[C@@H]1B(OC2=C(C1)C=CC=C2C(=O)OCC)O)[C@@H](C)O)=O)=O ethyl (R)-3-((2R,3R)-2-(4-ethyl-2,3-dioxopiperazine-1-carboxamido)-3-hydroxybutanamido)-2-hydroxy-3,4-dihydro-2H-benzo[e][1,2]oxaborinine-8-carboxylate